C(#N)C1=C(C=CC=C1CC(=O)O)C1=CC(=CC(=C1)F)F {2-cyano-3',5'-difluoro-[1,1'-biphenyl]-3-yl}acetic acid